CC(=C(C)C)C1=CC=CC=C1 trimethylstyrol